C(C)(C)(C)O[C@H](C(=O)OCC)C1=C(C2=C(N=C(S2)C2=NC=3N(C=C2)N=CC3C3CCN(CC3)C3COC3)C=C1C)C1=CC=C(C=C1)Cl ethyl (S)-2-(tert-butoxy)-2-(7-(4-chlorophenyl)-5-methyl-2-(3-(1-(oxetan-3-yl)piperidin-4-yl)pyrazolo[1,5-a]pyrimidin-5-yl)benzo[d]thiazol-6-yl)acetate